FC1=C(C=CC(=C1)CCCNC=1C2=C(N=C(N1)C1=COC=C1)SC(=C2)C)C2=CC=C(C=C2)OC(F)(F)F N-(3-(2-fluoro-4'-(trifluoromethoxy)-[1,1'-biphenyl]-4-yl)propyl)-2-(furan-3-yl)-6-methylthieno[2,3-d]pyrimidin-4-amine